FC1=C(C=CC(=C1)OC1=C(C=C(C=C1)F)C)NC(OCC=1C(=C2C(N(CC2=CC1)C1C(NC(CC1)=O)=O)=O)OC)=O [2-(2,6-dioxopiperidin-3-yl)-4-methoxy-3-oxo-2,3-dihydro-1H-isoindol-5-yl]methyl N-[2-fluoro-4-(4-fluoro-2-methylphenoxy)phenyl]carbamate